C1N(CCC2=CC=CC=C12)C1[C@H](CNC[C@H]1O)O (3S,4r,5R)-4-(3,4-dihydroisoquinolin-2(1H)-yl)piperidine-3,5-diol